octyl-sodium benzoate C(C1=CC=CC=C1)(=O)O.C(CCCCCCC)[Na]